C(C=C)NC(C(=O)NCC=C)=O N,N'-Diallyloxalamide